N-(5-(5-(((1r,4r)-4-aminocyclohexyl)methoxy)-2-cyanopyridin-4-yl)pyrazolo[1,5-a]pyridin-2-yl)cyclopropanecarboxamide NC1CCC(CC1)COC=1C(=CC(=NC1)C#N)C1=CC=2N(C=C1)N=C(C2)NC(=O)C2CC2